C(C)OC(CC(=O)C1=C(C=C(C(=C1)Cl)F)F)=O 3-(5-chloro-2,4-difluorophenyl)-3-oxo-propionic acid ethyl ester